5-tert-Butyl-[1,2,4]oxadiazole-3-carboxylic acid {8-[2-(1,3,5-trimethyl-1H-pyrazol-4-yl)-3H-imidazo[4,5-b]pyridin-7-yl]-2,3,4,5-tetrahydro-benzo[b]oxepin-5-yl}-amide CN1N=C(C(=C1C)C1=NC=2C(=NC=CC2C=2C=CC3=C(OCCCC3NC(=O)C3=NOC(=N3)C(C)(C)C)C2)N1)C